1-((3S,5R)-1-acryloyl-5-(methoxymethyl)pyrrolidin-3-yl)-3-((7-fluoro-2,3-dihydro-1H-benzo[d]pyrrolo[1,2-a]imidazol-6-yl)ethynyl)-5-(methylamino)-1H-pyrazole-4-carboxamide C(C=C)(=O)N1C[C@H](C[C@@H]1COC)N1N=C(C(=C1NC)C(=O)N)C#CC=1C(=CC2=C(N=C3N2CCC3)C1)F